ClC1=C(OC(C)(O)N(CC)CC)C=CC(=C1)Cl 2,4-dichlorophenoxydiethylaminoethanol